COCCN1N=CC(=C1)C1=C(C=C(C=C1)[N+](=O)[O-])S(=O)(=O)N 2-[1-(2-methoxyethyl)-1H-pyrazol-4-yl]-5-Nitrobenzenesulfonamide